((3-Amino-5-(trifluoromethyl)phenyl)-carbamoyl)(3-(4-(2-methoxy-4-methylpyrimidin-5-yl)benzyl)-1,2,3-oxadiazol-3-ium-5-yl)amide NC=1C=C(C=C(C1)C(F)(F)F)NC(=O)[N-]C1=C[N+](=NO1)CC1=CC=C(C=C1)C=1C(=NC(=NC1)OC)C